CC(C)N(C(C)C)C(Cl)Cl 1,1-dichloromethyl-N,N-diisopropylamine